tert-butyl N-[(1S)-3-cyano-1-phenyl-propyl]carbamate C(#N)CC[C@@H](C1=CC=CC=C1)NC(OC(C)(C)C)=O